4-amino-7-cyclopropyl-1-(4-methylthiazol-5-yl)pyrido[2,3-d]pyrimidin-2-one NC=1C2=C(N(C(N1)=O)C1=C(N=CS1)C)N=C(C=C2)C2CC2